(2-(3-methyl-1H-pyrazol-1-yl)phenyl)methanamine CC1=NN(C=C1)C1=C(C=CC=C1)CN